FC=1C=C(C=C2CC(CC12)C=O)OCC1(COC1)NC(OC(C)(C)C)=O tert-Butyl N-[3-[(7-fluoro-2-formyl-2,3-dihydro-1H-inden-5-yl)oxymethyl]oxetan-3-yl]carbamate